lysine phosphonate P(O)(O)=O.N[C@@H](CCCCN)C(=O)O